(P)-4-((R)-4-propenoyl-3-methylpiperazin-1-yl)-7-(2-amino-3,4,5,6-tetrafluorophenyl)-6-chloro-1-(2-isopropyl-4-methylpyridin-3-yl)-2-oxo-1,2-dihydro-1,8-naphthyridine-3-carbonitrile C(C=C)(=O)N1[C@@H](CN(CC1)C1=C(C(N(C2=NC(=C(C=C12)Cl)C1=C(C(=C(C(=C1F)F)F)F)N)C=1C(=NC=CC1C)C(C)C)=O)C#N)C